5-chloro-2-methoxynicotinic acid ClC=1C=NC(=C(C(=O)O)C1)OC